CC1C(C(CC(C1)(C)C)=O)=O 3,5,5-Trimethylcyclohexane-1,2-dione